FC(C1=CC=C(C=C1)N1CC(CC2=CC=CN=C12)NC(C=C)=O)(F)F N-(1-(4-(trifluoromethyl)-phenyl)-1,2,3,4-tetrahydro-1,8-naphthyridin-3-yl)acrylamide